4-trifluoromethoxy-m-phenylenediamine FC(OC1=C(C=C(C=C1)N)N)(F)F